fluorosilane methacrylate C(C(=C)C)(=O)O.F[SiH3]